calcium magnesium aluminum salt [Al].[Mg].[Ca]